C(=O)C1=C(C=CC=C1)NC=O N-(2-formylphenyl)formamide